ClC1=C(C(C(=O)NC2=C(C=C(C=C2)C)C)=CC=C1)C(=O)NC(C)(C)C#N 3-chloro-N2-(1-cyano-1-methyl-ethyl)-N1-(2,4-dimethylphenyl)phthalamide